C(#N)C1=CNC2=C(C=CC(=C12)C)NS(=O)(=O)C=1C=NN(C1)C(CO)F N-(3-cyano-4-methyl-1H-indol-7-yl)-1-(1-fluoro-2-hydroxy-ethyl)pyrazole-4-sulfonamide